ClC1=NC(=NC(=N1)Cl)C1=CC(=CC=C1)F 2,4-dichloro-6-(3-fluorophenyl)-1,3,5-triazine